(R)-N-(2-(8-((1-ethylpiperidin-3-yl)amino)pyrido[2,3-d]pyridazin-5-yl)-5-methylphenyl)methanesulfonamide C(C)N1C[C@@H](CCC1)NC=1N=NC(=C2C1N=CC=C2)C2=C(C=C(C=C2)C)NS(=O)(=O)C